ethyl 2-(6-bromo-4-fluoro-indazol-2-yl)-3-oxo-3-pyrrolidin-2-yl-propanoate hydrochloride Cl.BrC=1C=C(C2=CN(N=C2C1)C(C(=O)OCC)C(C1NCCC1)=O)F